3-(trifluoromethyl)-1-methyl-N-(1,1,3-trimethyl-indan-4-yl)pyrazole-4-carboxamide FC(C1=NN(C=C1C(=O)NC1=C2C(CC(C2=CC=C1)(C)C)C)C)(F)F